(R)-1-(6-(3-(4-(5-cyclopropylpyridin-3-yl)-1H-1,2,3-triazol-1-yl)oxetan-3-yl)pyridin-3-yl)-N-isobutylpiperidin-3-amine C1(CC1)C=1C=C(C=NC1)C=1N=NN(C1)C1(COC1)C1=CC=C(C=N1)N1C[C@@H](CCC1)NCC(C)C